N[C@H]1CN(C[C@H]1F)C1=NC=CC(=N1)N1CCN(CC1)C[C@H]1CN(C[C@H](O1)C)C1=C2C=CC=NC2=C(C=C1)C#N 5-[(2S,6R)-2-[[4-[2-[(3S,4R)-3-amino-4-fluoro-pyrrolidin-1-yl]pyrimidin-4-yl]piperazin-1-yl]methyl]-6-methyl-morpholin-4-yl]quinoline-8-carbonitrile